ClC=1C=C2CCCN(C2=C(C1)C1=C2C(=NC=C1)C=C(S2)CO)[C@H]2CN(CC2)C(=O)OC(C)(C)C |r| (±)-tert-butyl 3-(6-chloro-8-(2-(hydroxymethyl)thieno[3,2-b]pyridin-7-yl)-3,4-dihydroquinolin-1(2H)-yl)pyrrolidine-1-carboxylate